FC(OC1=CC=C(C=C1)N1CCC2NCCCC21)(F)F 1-[4-(trifluoromethoxy)phenyl]-octahydro-1H-pyrrolo[3,2-b]pyridine